N-(2-hydroxyethyl)hexadecanoamide OCCNC(CCCCCCCCCCCCCCC)=O